C(C1=CC=CC=C1)C1=C(N=C(N1)C1=C(C=CC(=C1)OC=1C(=C2C=CNC2=CC1F)F)F)C#N 5-Benzyl-2-[5-[(4,6-difluoro-1H-indol-5-yl)oxy]-2-fluoro-phenyl]-1H-imidazole-4-carbonitrile